(R)-(4-cyclopropyl-2-(1-methyl-1H-pyrazol-4-yl)oxazol-5-yl)(4-(4-(difluoromethyl)pyrazolo[1,5-a]pyridin-2-yl)-1,4,6,7-tetrahydro-5H-imidazo[4,5-c]pyridin-5-yl)methanone C1(CC1)C=1N=C(OC1C(=O)N1[C@H](C2=C(CC1)NC=N2)C2=NN1C(C(=CC=C1)C(F)F)=C2)C=2C=NN(C2)C